Ethyl 2-(8-(1-hydroxyethyl)-5-oxothieno[3',2':4,5]pyrrolo[1,2-d][1,2,4]triazin-6(5H)-yl)acetate OC(C)C1=NN(C(C=2N1C1=C(C2)C=CS1)=O)CC(=O)OCC